cholest-8(9)-en-3β-ol CC(C)CCC[C@@H](C)[C@H]1CC[C@H]2C=3CCC4C[C@H](CC[C@]4(C)C3CC[C@]12C)O